ClC=1C=C2C(=C(C(NC2=CC1)=O)C1=NNC(C1)C1=CC=C(C=C1)C=1C=C2C=NN(C2=CC1)CC)C1=CC=CC=C1 6-chloro-3-[5-[4-(1-ethylindazol-5-yl)phenyl]-4,5-dihydro-1H-pyrazol-3-yl]-4-phenyl-1H-quinolin-2-one